2-(((2,4-dioxo-1,3-oxazolidin-3-yl)acetyl)amino)-2-(4-methoxyphenyl)-N-(4-(trimethylsilyl)phenyl)acetamide O=C1OCC(N1CC(=O)NC(C(=O)NC1=CC=C(C=C1)[Si](C)(C)C)C1=CC=C(C=C1)OC)=O